thianthrene thiophenium salt [SH+]1C=CC=C1.C1=CC=CC=2SC3=CC=CC=C3SC12